3-(2-cyclohexylethyl)-6-{[2-(1-methylpyrazol-4-yl)-4-pyridyl]oxy}-2H-1,3-benzoxazin-4-one C1(CCCCC1)CCN1COC2=C(C1=O)C=C(C=C2)OC2=CC(=NC=C2)C=2C=NN(C2)C